C1(CCCCC1)C=1C=CC(=NC1)CN(C(=O)[C@@H]1N(CC1)S(=O)(=O)C1=C(C(=C(C(=C1F)F)F)F)F)C=1C=CC(=NC1)C(=O)O (R)-5-(N-((5-cyclohexylpyridin-2-yl)methyl)-1-((perfluorophenyl)sulfonyl)azetidine-2-carboxamido)picolinic acid